(1r,3r)-N-(4-chloro-5-cyclopropyl-1,3-thiazol-2-yl)-3-(cyanoamino)cyclobutane-1-carboxamide ClC=1N=C(SC1C1CC1)NC(=O)C1CC(C1)NC#N